methyl acryloyl-L-leucinate C(C=C)(=O)N[C@@H](CC(C)C)C(=O)OC